7'-(2,6-dioxapiperidin-3-yl)-3',4'-dihydro-6'H-spiro[cyclohexane-1,2'-pyrano[2,3-f]isoindole]-4,6',8'(7'H)-trione N1OC(CCO1)N1C(C=2C=C3C(=CC2C1=O)OC1(CC3)CCC(CC1)=O)=O